IC[C@H]1N(CCOC1)CC1=CC=C(C=C1)OC (3S)-3-(iodomethyl)-4-[(4-methoxyphenyl)methyl]morpholine